tert-Butyl N-[3-[[7-(5-methyl-1,2,4-oxadiazol-3-yl)-1-isoquinolyl]amino]cyclobutyl]carbamate CC1=NC(=NO1)C1=CC=C2C=CN=C(C2=C1)NC1CC(C1)NC(OC(C)(C)C)=O